((4,5-dichloro-2-hydroxyphenyl)(1-(2,2-difluoroethyl)piperidin-4-yl)methyl)-2-methylpropane-2-sulfinamide ClC1=CC(=C(C=C1Cl)C(C1CCN(CC1)CC(F)F)CC(C)(S(=O)N)C)O